3-(6-(4-(((3S,4S)-3-fluoropiperidin-4-yl)methyl)piperazin-1-yl)-1-methyl-1H-indazol-3-yl)piperidine-2,6-dione F[C@@H]1CNCC[C@H]1CN1CCN(CC1)C1=CC=C2C(=NN(C2=C1)C)C1C(NC(CC1)=O)=O